ethyl 3-(7-{[(2R)-7-amino-2-ethyl-2,3-dihydropyrido[2,3-f][1,4]oxazepin-4(5H)-yl]methyl}-1-benzothiophen-5-yl)-3-(1,4-dimethyl-1H-benzotriazol-5-yl)propanoate NC=1C=CC2=C(CN(C[C@H](O2)CC)CC2=CC(=CC=3C=CSC32)C(CC(=O)OCC)C3=C(C2=C(N(N=N2)C)C=C3)C)N1